BrC=1N=C(SC1)[C@H]([C@@H](C(=O)O)NC(=O)OC(C)(C)C)OCCN(C)C (2S,3S)-3-(4-bromothiazol-2-yl)-2-((tert-butoxycarbonyl)amino)-3-(2-(dimethylamino)ethoxy)propanoic acid